FC(OC1=C(C=C(C=O)C=C1)OCC1=CC=C(C=C1)OC)F 4-(difluoromethoxy)-3-[(4-methoxyphenyl)methoxy]benzaldehyde